N1(CCCCC1)S(=O)(=O)C1=CC=C(C=C1)NC(OCC=1C=NC=CC1)=O pyridin-3-ylmethyl N-[4-(piperidine-1-sulfonyl)phenyl]carbamate